6-(methylthio)pyridine-2-carbaldehyde CSC1=CC=CC(=N1)C=O